valeryl-2,4,6-triaminotoluene C(CCCC)(=O)CC1=C(C=C(C=C1N)N)N